tert-butyl 4-(4-fluoro-6-oxo-1-(2,2,2-trifluoroethyl)-2-(trifluoromethyl)-1,6-dihydrochromeno[7,8-d]imidazol-8-yl)piperidine-1-carboxylate FC1=CC=2C(C=C(OC2C2=C1N=C(N2CC(F)(F)F)C(F)(F)F)C2CCN(CC2)C(=O)OC(C)(C)C)=O